ethyl 2-(7-(difluoromethoxy)-4,4-dimethyl-1-oxo-1,2,3,4-tetrahydronaphthalen-2-yl)-2-oxoacetate FC(OC1=CC=C2C(CC(C(C2=C1)=O)C(C(=O)OCC)=O)(C)C)F